N1=C(C=CC=C1)CN1C=C(C2=CC=CC=C12)C(=O)NC1=C(C=CC=C1)CC(=O)O 2-{2-[1-(pyridin-2-ylmethyl)-1H-indole-3-carboxamido]phenyl}acetic acid